BrC=1C=CC2=CN(N=C2C1F)[C@@H](C(=O)OCC)C1=C2N(C=N1)CCC2 |r| ethyl (2RS)-2-(6-bromo-7-fluoro-indazol-2-yl)-2-(6,7-dihydro-5H-pyrrolo[1,2-c]imidazol-1-yl)acetate